CN(C1=CC=C(C=C1)C1(OC(=O)C2=CC(=CC=C12)N(C)C)C1=C(N(C2=CC=CC=C12)CCCC)C)C 3-(4-dimethylaminophenyl)-3-(1-butyl-2-methyl-indol-3-yl)-6-dimethylaminophthalide